(S)-4-(furo[3,2-c]pyridin-4-yl)-N-{1-[5-(2-hydroxypropan-2-yl)pyrimidin-2-yl]pyrrolidin-3-yl}benzamide O1C=CC=2C(=NC=CC21)C2=CC=C(C(=O)N[C@@H]1CN(CC1)C1=NC=C(C=N1)C(C)(C)O)C=C2